1,3,5-Trimethyl-N-[(3R)-1,1,3-trimethyl-2,3-dihydro-1H-inden-4-yl]-1H-pyrazole-4-carboxamide CN1N=C(C(=C1C)C(=O)NC1=C2[C@@H](CC(C2=CC=C1)(C)C)C)C